3β,5α,6β,17β-tetrahydroxyandrostane O[C@@H]1C[C@@]2([C@@H](C[C@H]3[C@@H]4CC[C@@H]([C@@]4(C)CC[C@@H]3[C@]2(CC1)C)O)O)O